(E,2S,3R)-2-aminohexacosane-4-ene-1,3-diol N[C@@H](CO)[C@@H](\C=C\CCCCCCCCCCCCCCCCCCCCC)O